benzo[d]isoxazol O1N=CC2=C1C=CC=C2